rel-(2R,3S,4S,SR)-4-[[3-(3,4-difluorophenyl)-4,5-dimethyl-5-(trifluoromethyl)tetrahydrofuran-2-carbonyl]amino]pyridine-2-carboxamide FC=1C=C(C=CC1F)[C@H]1[C@@H](O[C@@]([C@H]1C)(C(F)(F)F)C)C(=O)NC1=CC(=NC=C1)C(=O)N |o1:8,9,11,12|